methyl (14S,17S)-12-methyl-13-oxo-8,12,15,18,23-pentazatetracyclo[17.3.1.114,17.02,7]tetracosa-1(23),2(7),3,5,19,21-hexaene-6-carboxylate CN1CCCNC=2C(=CC=CC2C=2C=CC=C(N[C@@H]3CN[C@H](C1=O)C3)N2)C(=O)OC